tert-butyl N-[(2S)-1-(3-bromo-2,4-difluorophenoxy)-4-carbamoylbutan-2-yl]carbamate BrC=1C(=C(OC[C@H](CCC(N)=O)NC(OC(C)(C)C)=O)C=CC1F)F